(S)-1-(4-(4-(3-methylmorpholino)-6-morpholino-1,3,5-triazin-2-yl)phenyl)-3-(1-oxo-1,3-dihydroisobenzofuran-5-yl)urea C[C@H]1COCCN1C1=NC(=NC(=N1)N1CCOCC1)C1=CC=C(C=C1)NC(=O)NC=1C=C2COC(C2=CC1)=O